2-((2S,4S)-2-(((tert-butoxycarbonyl)amino)methyl)-5-chloro-6-fluoro-2-phenyl-2,3-dihydrobenzofuran-4-yl)-3-fluoro-4-methoxybenzoic acid C(C)(C)(C)OC(=O)NC[C@@]1(OC2=C(C1)C(=C(C(=C2)F)Cl)C2=C(C(=O)O)C=CC(=C2F)OC)C2=CC=CC=C2